C(#N)C1=C(C=CC(=C1)C(F)(F)F)N1CCC(CC1)(C=1C=NC(=CC1)C1=C(C=CC=C1)OC)C(=O)NC[C@H]1N(CC1)C(=O)OC(C)(C)C tert-butyl (2S)-2-[({1-[2-cyano-4-(trifluoromethyl)phenyl]-4-[6-(2-methoxyphenyl)pyridine-3-yl]piperidin-4-yl}formamido)methyl]azetidine-1-carboxylate